C1(CC1)N1C2=C([C@@H]([C@@H](C1=O)NC(C1=CC(=CC=C1)C(F)(F)F)=O)C1=CC=C(C=C1)F)C(=NN2C2=CC=CC=C2)C N-[(4S,5S)-7-cyclopropyl-4-(4-fluorophenyl)-3-methyl-6-oxo-1-phenyl-1H,4H,5H,6H,7H-pyrazolo[3,4-b]pyridin-5-yl]-3-(trifluoromethyl)benzamide